Benzyl [(3R,6S)-6-(hydrazinocarbonyl)tetrahydro-2H-pyran-3-yl]carbamate N(N)C(=O)[C@@H]1CC[C@H](CO1)NC(OCC1=CC=CC=C1)=O